N-[(S)-1-(3-cyano-5-fluorophenyl)ethyl]-4-[(S)-5-methyl-1,4-diazepan-1-yl]-8-cyclopropyl-1-methyl-6-methyl-2-oxo-1,2-dihydro-1,7-diaza-3-naphthamide C(#N)C=1C=C(C=C(C1)F)[C@H](C)NC(=O)C=1C(N(C2=C(N=C(C=C2C1N1CCN[C@H](CC1)C)C)C1CC1)C)=O